3-(4-AMINO-5-(3-FLUORO-4-(3-(4-((4-METHYLPIPERAZIN-1-YL)METHYL)-3-(TRIFLUOROMETHYL)PHENYL)UREIDO)PHENYL)-7H-PYRROLO[2,3-D]PYRIMIDIN-7-YL)PROPANOIC ACID NC=1C2=C(N=CN1)N(C=C2C2=CC(=C(C=C2)NC(=O)NC2=CC(=C(C=C2)CN2CCN(CC2)C)C(F)(F)F)F)CCC(=O)O